C[C@@H]1N(CC[C@H](C1)C1=NN=CN1C)C=1C(=NC=CC1C#N)C1=CN=NC=C1 3-[(2S,4R)-2-methyl-4-(4-methyl-4H-1,2,4-triazol-3-yl)piperidin-1-yl]-2-(pyridazin-4-yl)pyridine-4-carbonitrile